FC(C(=O)O)(CCCC)C1=CC=CC=C1 fluorophenylhexanoic acid